C(#N)C=1C=C(C=NC1)[C@H]1N(OCC1)C(=O)C1C(CN(CC1)C(=O)[O-])F 4-[(3S)-3-(5-cyano-3-pyridyl)isoxazolidine-2-carbonyl]-3-fluoro-piperidine-1-carboxylate